15-(3-(3-fluoro-4-(trifluoromethyl)phenyl)ureido)pentadecanoic acid FC=1C=C(C=CC1C(F)(F)F)NC(NCCCCCCCCCCCCCCC(=O)O)=O